butyl (S)-3-(5-(3-(pyridin-4-yl)phenyl)-3-ureidothiophene-2-carboxamido)piperidine-1-carboxylate N1=CC=C(C=C1)C=1C=C(C=CC1)C1=CC(=C(S1)C(=O)N[C@@H]1CN(CCC1)C(=O)OCCCC)NC(=O)N